CN(CCCN1C=2C=CC=CC2C=2C1=NC=1CCCCC1C2N)C 6-(3-(dimethylamino)propyl)-2,3,4,6-tetrahydro-1H-indolo[2,3-b]quinoline-11-amine